ClC1=C(C(=O)NCC(N2CCC(CC2)COC2=NC(=NS2)C)C2=C(N=CS2)C(F)F)C(=CC=C1)F 2-Chloro-N-{2-[4-(difluoromethyl)-1,3-thiazol-5-yl]-2-(4-{[(3-methyl-1,2,4-thiadiazol-5-yl)oxy]methyl}piperidin-1-yl)ethyl}-6-fluorobenzamid